S1C(=NC2=C1C=CC=C2)NC([C@H](CC2=CNC1=CC=CC=C21)NS(=O)(=O)C2=CC=C(C=C2)C)=O (S)-N-(benzo[d]thiazol-2-yl)-3-(1H-indol-3-yl)-2-(4-methylphenylsulfonamido)propanamide